4-(1-(dicyclohexylmethyl)-3-iodo-1H-pyrrolo[2,3-b]pyridin-5-yl)-3,5-dimethylisoxazole C1(CCCCC1)C(N1C=C(C=2C1=NC=C(C2)C=2C(=NOC2C)C)I)C2CCCCC2